N-[2-[2-(dimethylamino)ethyl-methylamino]-4-methoxy-5-[[4-(1-methylindol-3-yl)pyrimidin-2-yl]amino]phenyl]prop-2-enamid CN(CCN(C1=C(C=C(C(=C1)OC)NC1=NC=CC(=N1)C1=CN(C2=CC=CC=C12)C)NC(C=C)=O)C)C